BrC1=NN(C2=NC=CC=C21)C 3-bromo-1-methyl-1h-pyrazolo[3,4-b]pyridine